tert-butyl ((1S,2S,3R)-2-cyano-3-(2-(2-fluorophenyl)-6-(1-((2-(trimethylsilyl)ethoxy)methyl)-1H-1,2,4-triazol-3-yl)-1H-imidazo[4,5-c]pyridin-1-yl)cyclohexyl)carbamate C(#N)[C@H]1[C@H](CCC[C@H]1N1C(=NC=2C=NC(=CC21)C2=NN(C=N2)COCC[Si](C)(C)C)C2=C(C=CC=C2)F)NC(OC(C)(C)C)=O